(2-aminothiazol-4-yl)-1-(4-bromophenyl)ethan-1-ol NC=1SC=C(N1)C(C)(O)C1=CC=C(C=C1)Br